4-(6-chloro-4-(6,6-difluoro-1,4-diazepan-1-yl)-8-fluoro-2-(((2R,7aS)-2-fluorotetrahydro-1H-pyrrolizin-7a(5H)-yl)methoxy)quinazolin-7-yl)-7-fluorobenzo[d]thiazol-2-amine ClC=1C=C2C(=NC(=NC2=C(C1C1=CC=C(C2=C1N=C(S2)N)F)F)OC[C@]21CCCN1C[C@@H](C2)F)N2CCNCC(C2)(F)F